FC1=C2C=CNC2=CC(=C1OC=1C=CC(=C(C1)C=1NC(=CN1)CC1=NN(C=C1)CCC(=O)OC)F)F methyl 3-(3-((2-(5-((4,6-difluoro-1H-indol-5-yl)oxy)-2-fluorophenyl)-1H-imidazol-5-yl)methyl)-1H-pyrazol-1-yl)propanoate